fluoropropionic acid butyl ester C(CCC)OC(C(C)F)=O